3-cyano-6-(1-(2-cyanoethyl)-1H-pyrazol-4-yl)pyrazolo[1,5-a]pyridin-4-yl trifluoromethanesulfonate FC(S(=O)(=O)OC=1C=2N(C=C(C1)C=1C=NN(C1)CCC#N)N=CC2C#N)(F)F